2-((2-(2,6-dioxopiperidin-3-yl)-1,3-dioxoisoindolin-4-yl)oxy)acetamide trifluoroacetate FC(C(=O)O)(F)F.O=C1NC(CCC1N1C(C2=CC=CC(=C2C1=O)OCC(=O)N)=O)=O